N1(CCCCC1)CC=1C=C(CN2C(C(=C(C=C2C)OCC2=C(C=C(C=C2)F)F)Br)=O)C=CC1 1-[3-((piperidin-1-yl)methyl)benzyl]-3-bromo-4-[(2,4-difluorobenzyl)oxy]-6-methylpyridin-2(1H)-one